FC1=C(C=CC(=C1)C)C=1C=NC=2N(C1)C=C(N2)COC2=CC=C(C=C2)F 6-(2-fluoro-4-methyl-phenyl)-2-[(4-fluorophenoxy)methyl]imidazo[1,2-a]pyrimidine